ClC=1C=C(C=C2C(=C(C=NC12)C#N)NCC(CCl)(C)C)N[C@H](C=1N=NN(C1)C1(CC1)C(F)(F)F)C=1C(=NC(=CC1)F)C (S)-8-chloro-4-((3-chloro-2,2-dimethylpropyl)amino)-6-(((6-fluoro-2-methylpyridin-3-yl)(1-(1-(trifluoromethyl)cyclopropyl)-1H-1,2,3-triazol-4-yl)methyl)amino)quinoline-3-carbonitrile